methyl 1-(4-(3-(2,6-dichlorophenyl)azetidin-1-yl)-3,5-dimethylbenzyl)piperidine-4-carboxylate ClC1=C(C(=CC=C1)Cl)C1CN(C1)C1=C(C=C(CN2CCC(CC2)C(=O)OC)C=C1C)C